O1C(OCC1)C1=CC(=C(C=C1OC)C1=NC=2C=CNC(C2C(=C1)NC1=NC=C(C=C1)N1CCC(CC1)O)=O)F 2-(4-(1,3-Dioxolan-2-yl)-2-fluoro-5-methoxyphenyl)-4-((5-(4-hydroxypiperidin-1-yl)pyridin-2-yl)amino)-1,6-naphthyridin-5(6H)-one